hydroxyl-oxirane OC1OC1